S1C(=NC2=C1C=CC=C2)/C=C/C(=O)N2O[C@@H](C(N1[C@@H]2CN(C([C@@H]1CC(C)(C)C)=O)C1CCN(CC1)CCCC(=O)O)=O)CC(C)C 4-(4-((3r,6s,9as)-1-((E)-3-(benzo[d]thiazol-2-yl)acryloyl)-3-isobutyl-6-neopentyl-4,7-dioxohexahydropyrazino[2,1-c][1,2,4]oxadiazin-8(1H)-yl)piperidin-1-yl)butanoic acid